4,5-dihydroxy-2-decenoic acid piperidinate N1(CCCCC1)C(=O)O.OC(C=CC(=O)O)C(CCCCC)O